C(C)(C)(C)C1=NOC(=N1)C(=O)N[C@H](C)C1=C(C=C(C=C1)C1=NC=NC(=C1)NC1=NC=C(C=C1)N1[C@@H](CNCC1)C)C 3-(tert-butyl)-N-((R)-1-(2-methyl-4-(6-((5-((R)-2-methylpiperazin-1-yl)pyridin-2-yl)amino)pyrimidin-4-yl)phenyl)ethyl)-1,2,4-oxadiazole-5-carboxamide